N-(4-(4-amino-7-(1-isobutyrylpiperidin-4-yl)pyrrolo[2,1-f][1,2,4]triazin-5-yl)phenyl)-6-cyano-1-cyclopropyl-5-(4-fluorophenyl)-4-oxo-1,4-dihydropyridine-3-carboxamide NC1=NC=NN2C1=C(C=C2C2CCN(CC2)C(C(C)C)=O)C2=CC=C(C=C2)NC(=O)C2=CN(C(=C(C2=O)C2=CC=C(C=C2)F)C#N)C2CC2